OCCCNC(O[C@@H]1CC[C@H](CC1)C(N(CC12CCC(CC1)(CC2)C2=CC(=C(C=C2)OC)C)C2=NC=CC(=C2)C=2N=C(OC2)C(C)(C)C)=O)=O 4-((4-(2-(tert-Butyl)oxazol-4-yl)pyridin-2-yl)((4-(4-methoxy-3-methylphenyl)bicyclo[2.2.2]octan-1-yl)methyl)carbamoyl)(trans-cyclohexyl) (3-hydroxypropyl)carbamate